[Ca].[Pb].[Sn] tin lead calcium